tert-butyl 2-[4-[2-[(3S)-2,6-dioxo-3-piperidyl]-1-oxo-isoindolin-5-yl]piperazine-1-carbonyl]-7-azaspiro[3.5]nonane-7-carboxylate O=C1NC(CC[C@@H]1N1C(C2=CC=C(C=C2C1)N1CCN(CC1)C(=O)C1CC2(C1)CCN(CC2)C(=O)OC(C)(C)C)=O)=O